4-[5-(pyridin-3-yloxy)pyrimidin-2-yl]-5-methylthiophene-2-carboxylic acid methyl ester COC(=O)C=1SC(=C(C1)C1=NC=C(C=N1)OC=1C=NC=CC1)C